C[C@H]1OCCC1 |r| (+/-)-tetrahydro-2-methylfuran